2,2-difluoro-1,3-difluoro-3-(4-(trifluoromethyl)phenyl)propan-1-one FC(C(=O)F)(C(C1=CC=C(C=C1)C(F)(F)F)F)F